C(C\C=C/CCCCC)O (Z)-3-nonenol